SCC[Si](OCCC)(OCCC)OCCC β-mercaptoethyltripropoxysilane